1,4-bis(1,2,3-tris(β-cyanoethoxy)propyl)benzene C(#N)CCOC(C(COCCC#N)OCCC#N)C1=CC=C(C=C1)C(C(COCCC#N)OCCC#N)OCCC#N